tert-butyl 3-(4-amino-3-iodo-1H-pyrazolo[3,4-d]pyrimidin-1-yl)-piperidine-1-carboxylate NC1=C2C(=NC=N1)N(N=C2I)C2CN(CCC2)C(=O)OC(C)(C)C